C(C)(C)(C)OC(=O)NC[C@H](C)N(C(OCC1=CC=CC=C1)=O)C Benzyl (S)-(1-((tert-butoxycarbonyl)amino)propan-2-yl)(methyl)carbamate